Bis(2,2,6,6-tetramethyl-1-octyloxypiperidin-4-yl)-1,10-decandioat CC1(N(C(CC(C1)OC(CCCCCCCCC(=O)OC1CC(N(C(C1)(C)C)OCCCCCCCC)(C)C)=O)(C)C)OCCCCCCCC)C